C(C)(C)(C)C1=CC=CC2=C(C3=CC=CC=C3C=C12)OC(=O)CCC(=O)O 4-(tert-butyl)-9-(2-carboxyethyl)carbonyloxyanthracene